2,4-DI(TERT-BUTOXY)PYRIMIDIN-5-YLBORONIC ACID HYDRATE O.C(C)(C)(C)OC1=NC=C(C(=N1)OC(C)(C)C)B(O)O